ethyl 1-(methylsulfonyl)-2-oxopiperidine-4-carboxylate CS(=O)(=O)N1C(CC(CC1)C(=O)OCC)=O